FC1=CC=C(C=C1)NC(=O)C1(CC1)C(=O)NC1=CC=C(C=C1)OC1=CC=NC2=CC(=C(C=C12)C1=CC=NC=C1)OC 1-N'-(4-fluorophenyl)-1-N-[4-(7-methoxy-6-pyridin-4-yl-quinolin-4-yl)oxyphenyl]Cyclopropane-1,1-dicarboxamide